C1(CCCCC1)C1=CC=2C(=NC=C(N2)C2=C(C=C(C=C2)S(=O)(=O)N(C)C)C)N1 4-(6-Cyclohexyl-5H-pyrrolo[2,3-b]pyrazin-2-yl)-N,N,3-trimethylbenzenesulfonamide